(S)-4-(3-oxomorpholin-4-yl)-3-(4-chlorophenyl)-N-((R)-1-(2-(trifluoromethyl)pyrimidin-5-yl)ethyl)-4,5-dihydro-1H-pyrazole-1-carboxamide O=C1N(CCOC1)[C@@H]1C(=NN(C1)C(=O)N[C@H](C)C=1C=NC(=NC1)C(F)(F)F)C1=CC=C(C=C1)Cl